NC1=C(C=CC(=C1F)NCC1=CC=C(C=C1)O)NC([C@@H]([C@@H](CCCC)F)F)=O (2S,3R)-N-(2-amino-3-fluoro-4-((4-hydroxybenzyl)amino)phenyl)-2,3-difluoroheptanamide